C1(=CC(=CC=C1)C1=CN=C(C=2N1C=CN2)NC=2C=C(C=CC2)N2CCN(CC2)CCNC(OC(C)(C)C)=O)C tert-Butyl (2-(4-(3-((5-(m-tolyl)imidazo[1,2-a]pyrazin-8-yl)amino)phenyl)piperazin-1-yl)ethyl)carbamate